2-(2-methyloxirane-2-yl)furan CC1(OC1)C=1OC=CC1